N1=CN=C(C2=CC=C3C(=C12)C=CC=C3)N BENZO[H]QUINAZOLINE-4-AMINE